4-(((3-methyl-2-butene-1-yl)oxy)methyl)phenylpropionaldehyde dimethyl acetal COC(C(C)C1=CC=C(C=C1)COCC=C(C)C)OC